1-[3-(difluoromethyl)-6-[5-[(6-methylpyridazin-3-yl)amino]-6-tetrahydropyran-4-yloxy-benzimidazol-1-yl]-2-pyridyl]-5-methyl-pyrazole-3-carbonitrile FC(C=1C(=NC(=CC1)N1C=NC2=C1C=C(C(=C2)NC=2N=NC(=CC2)C)OC2CCOCC2)N2N=C(C=C2C)C#N)F